ClC1=CC2=C(OC3=C(O2)C=C(C=C3F)F)C=C1 7-chloro-1,3-difluorodibenzodioxin